COC1=NC(=NN2C1=C(C=C2)C2=CC=1N(C=C2)N=CC1)NC1CCN(CC1)C(C)=O 1-(4-((4-Methoxy-5-(pyrazolo[1,5-a]pyridin-5-yl)pyrrolo[2,1-f][1,2,4]triazin-2-yl)amino)piperidin-1-yl)ethan-1-one